Cl.ClC1=C(C(=CC=C1)F)C=1C(=C(N=NC1)C(=O)N)NC1=CC=C(C=C1)C(=O)N1CCN(CC1)C1CC1 (2-chloro-6-fluorophenyl)-4-((4-(4-cyclopropylpiperazine-1-carbonyl)phenyl)amino)pyridazine-3-carboxamide hydrochloride